NC[C@@H]1OC(N2[C@H]1COC1=C2C=CC(=C1)S(=O)(=O)N1CCN(CC1)C1=NC(=CC(=C1)C(C1CCN(CC1)C)(F)F)Cl)=O cis-3-(aminomethyl)-7-[4-[6-chloro-4-[difluoro-(1-methyl-4-piperidyl)methyl]-2-pyridyl]piperazin-1-yl]sulfonyl-3a,4-dihydro-3H-oxazolo[4,3-c][1,4]benzoxazin-1-one